C(C)C=1C(=NC(=CN1)C)C 3-ethyl-2,6-dimethylpyrazine